(3-(3-hydroxyoxetan-3-yl)phenyl)(5-(5-(trifluoromethyl)pyridin-2-yl)hexahydropyrrolo[3,4-c]pyrrol-2(1H)-yl)methanone OC1(COC1)C=1C=C(C=CC1)C(=O)N1CC2CN(CC2C1)C1=NC=C(C=C1)C(F)(F)F